bromobenzol BrC1=CC=CC=C1